(2S,3S)-1-cyano-2-methyl-N-(5-phenylthiazol-2-yl)pyrrolidine-3-carboxamide C(#N)N1[C@H]([C@H](CC1)C(=O)NC=1SC(=CN1)C1=CC=CC=C1)C